Methyl 2-formyl-5-(2-(4-methylpiperazin-1-yl) ethoxy)benzoate C(=O)C1=C(C(=O)OC)C=C(C=C1)OCCN1CCN(CC1)C